(2s,4r)-1-((S)-2-(9-aminononanamido)-3,3-dimethylbutyryl)-4-hydroxy-N-(4-(4-methylthiazol-5-yl)benzyl)pyrrolidine-2-carboxamide hydrochloride Cl.NCCCCCCCCC(=O)N[C@H](C(=O)N1[C@@H](C[C@H](C1)O)C(=O)NCC1=CC=C(C=C1)C1=C(N=CS1)C)C(C)(C)C